NC1=C(C=C2CCN(CC2=C1)CC(C)(O)C)OC 1-(7-amino-6-methoxy-3,4-dihydroisoquinolin-2(1H)-yl)-2-methylpropan-2-ol